(2R)-2-butylamine C[C@H](CC)N